F[C@H]1CNCC[C@@H]1OC1=CN=C(N=N1)C1=C(C=C(C=C1)N1C=NC=C1)O 2-(6-(((3S,4S)-3-fluoropiperidin-4-yl)oxy)-1,2,4-triazin-3-yl)-5-(1H-imidazol-1-yl)phenol